C(C(C)C)C1=CC=CC=2NC(=NC21)CN2C(C(=CC=C2)NC([C@H](CC/C=C/C(=O)N(C)C)NC(=O)C2=CN=CN2C)=O)=O (S,E)-N7-(1-((4-Isobutyl-1H-benzo[d]imidazol-2-yl)methyl)-2-oxo-1,2-dihydropyridin-3-yl)-N1,N1-dimethyl-6-(1-methyl-1H-imidazol-5-carboxamido)hept-2-endiamid